2-(1,2,3,5,6,7-hexahydro-s-indacen-4-yl)-N-((1-hydroxy-3,3-dimethyl-1,3-dihydrobenzo[c][1,2]oxaborol-5-yl)sulfonyl)acetamide C1CCC2=C(C=3CCCC3C=C12)CC(=O)NS(=O)(=O)C1=CC2=C(B(OC2(C)C)O)C=C1